2,5-bis(2-(2-(2-methoxyethoxy)ethoxy)ethoxy)terephthalohydrazide COCCOCCOCCOC1=C(C(=O)NN)C=C(C(=C1)C(=O)NN)OCCOCCOCCOC